benzyl (3s)-3-[methoxy(methyl)carbamoyl]piperidine-1-carboxylate CON(C(=O)[C@@H]1CN(CCC1)C(=O)OCC1=CC=CC=C1)C